Cl.N1CC(C1)N1CCN(CC1)C(=O)NC(C)C#CC1=CC(=C(C=C1)Cl)C1(CC1)C 4-(azetidin-3-yl)-N-(4-(4-chloro-3-(1-methylcyclopropyl)phenyl)but-3-yn-2-yl)piperazine-1-carboxamide hydrochloride